C1(=CC=CC2=CC=CC=C12)C(C)N1CCC(CC1)N(S(=O)(=O)C)CC(=O)NCC(=O)NC/C=C/C(=O)N (E)-4-(2-(2-(N-(1-(1-(naphthalen-1-yl)ethyl)piperidin-4-yl)methylsulfonamido)acetamido)acetamido)but-2-enamide